beta-(3-methyl-5-tert-butyl-4-hydroxyphenyl)propionic acid CC=1C=C(C=C(C1O)C(C)(C)C)CCC(=O)O